5-Chloro-2-methyl-2H-isothiazol-3-one ClC1=CC(N(S1)C)=O